(RS)-3-(1H-pyrazol-4-yl)-4,5-dihydroisoxazol N1N=CC(=C1)C1=NOCC1